IC1=NN(C2=CC(=CC=C12)C=O)C1OCCCC1 3-iodo-1-(tetrahydro-2H-pyran-2-yl)-1H-indazole-6-Carboxaldehyde